C(C)(C)OC1=C(C#N)C=C(C=C1)C1=NC(=NO1)C1=C2CC\C(\C2=CC=C1)=N/OCCN(C)CCOC (E)-2-isopropoxy-5-(3-(1-((2-((2-methoxyethyl)(methyl)amino)ethoxy)imino)-2,3-dihydro-1H-inden-4-yl)-1,2,4-oxadiazol-5-yl)benzonitrile